OC1(CCN(CC1)C1=CC=CC(=N1)S(=O)(=O)NC(=O)C1(CC1)OC1=C(C=CC(=C1)C)C1COC2(CCC2)CC1)C N-((6-(4-hydroxy-4-methylpiperidin-1-yl)pyridin-2-yl)sulfonyl)-1-(5-methyl-2-(5-oxaspiro[3.5]nonan-7-yl)phenoxy)cyclopropane-1-carboxamide